2-bromo-5-chloro-3-(tetrahydropyran-2-yloxymethyl)pyridine BrC1=NC=C(C=C1COC1OCCCC1)Cl